ClC=1C=C2C=CC(=NC2=CC1)NC(C[C@@H]1CC[C@H](CC1)NC(OC(C)(C)C)=O)=O tert-butyl (trans-4-(2-((6-chloroquinolin-2-yl)amino)-2-oxoethyl)cyclohexyl)carbamate